2-(4-(trifluoromethyl)benzamido)-1H-benzo[d]imidazole-5-carboxylic acid FC(C1=CC=C(C(=O)NC2=NC3=C(N2)C=CC(=C3)C(=O)O)C=C1)(F)F